COC1C(CCCC1)OC=1C=C2CN(C(C2=CC1)=O)C1C(NC(CC1)=O)=O 3-(5-((2-methoxycyclohexyl)oxy)-1-oxoisoindolin-2-yl)piperidine-2,6-dione